C[C@@H]1CC[C@H](N(C1)C(C(=O)NC=1C=NC=C(C1)C)=O)C=1C=C(C=CC1)C 2-[(2S,5R)-5-methyl-2-(m-tolyl)-1-piperidyl]-N-(5-methyl-3-pyridyl)-2-oxo-acetamide